trans-4-({4-[(2S)-2,3-dihydro-1,4-benzodioxin-2-yl]benzyl}amino)cyclohexan-ol O1[C@H](COC2=C1C=CC=C2)C2=CC=C(CN[C@@H]1CC[C@H](CC1)O)C=C2